CS(=O)(=O)C1=CC=C(C=C1)[C@@H]1CC[C@H](CC1)OC=1N=NNC1C(=O)O 4-(((trans)-4-(4-(methylsulfonyl)phenyl)cyclohexyl)oxy)-1H-1,2,3-triazole-5-carboxylic acid